ClC=1C=C(C=C(C1)F)CN(C(CC1=CN=C2N1C=CC=C2)=O)C2=CC=C(C=C2)C=2N=CNC2 N-[(3-chloro-5-fluoro-phenyl)methyl]-2-imidazo[1,2-a]pyridin-3-yl-N-[4-(1H-imidazol-4-yl)phenyl]acetamide